C(C)(=O)C1=C(C=CC(=C1)F)N[C@H]1CN(CC1)C(=O)OC(C)(C)C (R)-tert-butyl 3-((2-acetyl-4-fluorophenyl)amino)pyrrolidine-1-carboxylate